C1(CC1)NC(C([C@H](C[C@H]1C(NCC1)=O)NC(=O)[C@@H]1CC2(CC2)CCN1C(=O)C=1NC2=CC=CC=C2C1)O)=O (5S)-N-((2S)-4-(cyclopropylamino)-3-hydroxy-4-oxo-1-((S)-2-oxopyrrolidin-3-yl)butan-2-yl)-6-(1H-indole-2-carbonyl)-6-azaspiro[2.5]octane-5-carboxamide